NC=1C=C(C=CC1)S m-aminothiophenol